FC(CC1CNCCO1)(F)F 2-(2,2,2-trifluoro-ethyl)morpholine